3-(((carbamoyl)oxy)(6-fluoropyridine-3-carbonyl)amino)benzamide C(N)(=O)ON(C=1C=C(C(=O)N)C=CC1)C(=O)C=1C=NC(=CC1)F